C(C)N(C(O)=O)C1C(N(C2=CC=C(C=C12)C#N)C1CCN(CC1)C1CCC(CC1)=C(C)C)=O.NC(C1CCN(CC1)C(C)=O)C1=C(C=C(C(=C1)Cl)Cl)OC 1-(4-(amino(4,5-dichloro-2-methoxyphenyl)methyl)piperidin-1-yl)ethanone ethyl-(5-cyano-2-oxo-1-(1-(4-(propan-2-ylidene)cyclohexyl)piperidin-4-yl)indolin-3-yl)carbamate